FC(CC)(F)S(=O)(=O)C1=NC=CC=C1 2-(1,1-difluoro-2-methylethyl)sulfonyl-pyridine